NC1=NC=NN2C1=C(C=C2C2CCN(CC2)C(C(C)C)=O)C2=CC=C(C=C2)NC(=O)C=2C(N(C=C(C2)Br)C2=CC=CC=C2)=O N-(4-(4-Amino-7-(1-isobutyrylpiperidin-4-yl)pyrrolo[2,1-f][1,2,4]triazin-5-yl)phenyl)-5-bromo-2-oxo-1-phenyl-1,2-dihydropyridine-3-carboxamide